nonyl (18Z,21Z)-9-oxoheptacosa-18,21-dienoate O=C(CCCCCCCC(=O)OCCCCCCCCC)CCCCCCCC\C=C/C\C=C/CCCCC